C(C)(C)(C)OC(=O)NC1CN(CC12OCC=CC2)C(=O)OCC2=CC=CC=C2 Cis-benzyl 4-[[(tert-butoxy)carbonyl]amino]-6-oxa-2-azaspiro[4.5]dec-8-ene-2-carboxylate